6-(2-azaspiro[3.3]heptan-6-ylmethyl)-1,7-dimethyl-indazole C1NCC12CC(C2)CC2=CC=C1C=NN(C1=C2C)C